C1(CC1)C=1OC=C(N1)C1=CC(=NC=C1)N(C(=O)[C@@H]1CC[C@H](CC1)NC(COC)=O)CC12CCC(CC1)(CC2)C2=CC(=C(C=C2)OC)C (trans)-N-(4-(2-Cyclopropyloxazol-4-yl)pyridin-2-yl)-N-((4-(4-methoxy-3-methylphenyl)bicyclo[2.2.2]octan-1-yl)methyl)-4-(2-methoxyacetamido)cyclohexanecarboxamide